C(C1=CC=CC=C1)[Si](C=C)(C)Cl (benzyl)chloro(methyl)(vinyl)silane